C(#N)CC(=O)NC=1SC(=NN1)CC1=CC=CC=C1 2-cyano-N-(5-benzyl-1,3,4-thiadiazol-2-yl)acetamide